N1CCC2(CC1)[C@@H](C1=CC=CC=C1C2)NS(=O)C(C)(C)C N-[(1S)-1,3-dihydrospiro[indene-2,4'-piperidin]-1-yl]-2-methylpropane-2-sulfinamide